ethanesulfonic acid potassium salt [K+].C(C)S(=O)(=O)[O-]